FC1=CC=CC=C1 monofluorobenzene